3-(nitro)phenylsulfonyl chloride [N+](=O)([O-])C=1C=C(C=CC1)S(=O)(=O)Cl